N-(methyl-d3)pyridazine-3-carboxamide oxalate C(C(=O)O)(=O)O.C(NC(=O)C=1N=NC=CC1)([2H])([2H])[2H]